6-(((1S,2S,4S)-2-(dimethyl-amino)-4-(3-fluoro-5-(trifluoromethyl)phenyl)-cyclohexyl)oxy)-2-methyl-N-(pyrimidin-4-yl)pyridine-3-sulfonamide CN([C@@H]1[C@H](CC[C@@H](C1)C1=CC(=CC(=C1)C(F)(F)F)F)OC1=CC=C(C(=N1)C)S(=O)(=O)NC1=NC=NC=C1)C